(+/-)-(trans)-1-benzyl-N5-(2-ethoxycyclopropyl)-N3-methyl-2-oxo-1,2-dihydropyridine-3,5-dicarboxamide C(C1=CC=CC=C1)N1C(C(=CC(=C1)C(=O)N[C@H]1[C@@H](C1)OCC)C(=O)NC)=O |r|